COC1=C(C=C(C=N1)NC(=O)N1OCC[C@H]1C1=CC=CC=C1)C1=CC=C2C(=NNC2=C1)C(NC)=O (S)-N-(6-methoxy-5-(3-(methylcarbamoyl)-1H-indazol-6-yl)pyridin-3-yl)-3-phenylisoxazolidin-2-carboxamide